N=1C=NN2C1C=C(C=C2)OC2=CC(=C(C=C2C)NC2=NC=NC1=CC=C(C=C21)NC(C(=CC2N(CCC2)C)F)=O)OC N-(4-((4-([1,2,4]triazolo[1,5-a]pyridin-7-yloxy)-2-methoxy-5-methylphenyl)amino)quinazolin-6-yl)-2-fluoro-3-(1-methylpyrrolidin-2-yl)acrylamide